N1(N=CC=C1)C=1C=CC(=C2C=NN(C12)COCC[Si](C)(C)C)C1=CC=C(N=N1)NC1C[C@H]2CC[C@@H](C1)N2C(=O)OC(C)(C)C tert-butyl (1R,5S)-3-[[6-[7-pyrazol-1-yl-1-(2-trimethylsilylethoxymethyl)indazol-4-yl]pyridazin-3-yl]amino]-8-azabicyclo[3.2.1]octane-8-carboxylate